C1(CCCCC1)C=1C(=C(C=C(C1)C(C1=CC=C(C=C1)O)C1=CC(=C(C(=C1)C1CCCCC1)O)C)C)O bis(5-cyclohexyl-4-hydroxy-3-methylphenyl)-4-hydroxyphenyl-methane